C(C)N(C=1C2=C(N=C(N1)C)C(=CS2)C)/N=C/C=2C=CC1=C(COB1O)C2 N-Ethyl-N-[(E)-(1-Hydroxy-3H-2,1-benzoxaborol-5-yl)methylenamino]-2,7-dimethyl-thieno[3,2-d]pyrimidin-4-amin